N-cyclohexyl-N'-(2-morpholinoethyl)carbodiimide p-toluenesulfonate CC1=CC=C(C=C1)S(=O)(=O)O.C1(CCCCC1)N=C=NCCN1CCOCC1